FC=1C=C2N=CC=3N(C(N4CC(OC(=C2C34)C1C=1C=NC(=CC1)OCCCN1CCCCC1)C1=NC=CC=C1)=O)C 6-Fluoro-2-methyl-7-(6-(3-(piperidin-1-yl)propoxy)pyridin-3-yl)-9-(pyridin-2-yl)-9,10-Dihydro-8-oxa-2,4,10a-triazanaphtho[2,1,8-cde]azulene-1(2H)-one